tert-butyl 3-[[3-(4-cyano-3-fluoro-phenyl)-2-cyclopropyl-phenyl]methyl]-3,6-diazabicyclo[3.1.1]heptane-6-carboxylate C(#N)C1=C(C=C(C=C1)C=1C(=C(C=CC1)CN1CC2N(C(C1)C2)C(=O)OC(C)(C)C)C2CC2)F